{3-(4-fluorophenyl)-4-[6-(6-methylpyridin-2-yl)furo[2,3-d]pyrimidin-4-yl]-1H-pyrazol-1-yl}-1λ6-thietane-1,1-dione FC1=CC=C(C=C1)C1=NN(C=C1C=1C2=C(N=CN1)OC(=C2)C2=NC(=CC=C2)C)C2S(CC2)(=O)=O